NC=1C=C(C=CC1)CC(=O)N 2-(3-aminophenyl)acetamide